2,6-diazaspiro[3.3]heptane-2-carboxylat C1N(CC12CNC2)C(=O)[O-]